1-(phenylethynyl)naphthalene-2-ol Ethyl-2,4,6-trimethylbenzoylphenylphosphinate C(C)C1=C(C=CC=C1)P(=O)(C(C1=C(C=C(C=C1C)C)C)=O)OC1=C(C2=CC=CC=C2C=C1)C#CC1=CC=CC=C1